C(C)(C)(C)OC(=O)N[C@H](C(=O)OC)CC1=CC(=C(C(=C1)I)O)F methyl (S)-2-((tert-butoxycarbonyl)amino)-3-(3-fluoro-4-hydroxy-5-iodophenyl)propanoate